[I-].CN1CC=C(C=C1)C=C 1-methyl-4-vinylpyridine iodide salt